[32-methyl-20-oxo-8,9,10,21-tetrazahexacyclo[19.5.3.216,19.13,7.06,10.024,28]dotriaconta-1(26),3(32),4,6,8,16,18,24,27,30-decaen-2-yl]acetic acid CC=1C2=C3C=CC1C(C1=CC=C4CCN(C(C5=CC=C(CCCCCN3N=N2)C=C5)=O)CC4=C1)CC(=O)O